ClC=1C=C(C=CC1C)CCC(C(=O)NCC=1SC=C2C1CN(C2=O)[C@@H]2C(NC(CC2)=O)=O)(C)C (S)-4-(3-chloro-4-methylphenyl)-N-((5-(2,6-dioxopiperidin-3-yl)-4-oxo-5,6-dihydro-4H-thieno[3,4-c]pyrrol-1-yl)methyl)-2,2-dimethylbutanamide